C(C1=CC=CC=C1)N1C(=C(C(=C1C1=CC(=CC(=C1)C(F)(F)F)C(F)(F)F)C)CC(C(C(C(F)(F)F)(F)F)(F)F)(F)F)O 1-benzyl-5-(3,5-bistrifluoromethylphenyl)-4-methyl-3-(2,2,3,3,4,4,5,5,5-nonafluoropentyl)-1H-pyrrol-2-ol